4-oxo-2-((2-(trimethylsilyl)ethoxy)methyl)-4,5-dihydro-2H-pyrazolo[4,3-c]pyridine-7-carboxamide O=C1NC=C(C=2C1=CN(N2)COCC[Si](C)(C)C)C(=O)N